(5S)-5-[[[4-[3-Chloro-4-[2-chloro-3-[1-methyl-3-(methylaminomethyl)pyrrolo[2,3-b]pyridin-6-yl]phenyl]-2-pyridyl]-2-methoxy-phenyl]methylamino]methyl]pyrrolidin-2-one ClC=1C(=NC=CC1C1=C(C(=CC=C1)C1=CC=C2C(=N1)N(C=C2CNC)C)Cl)C2=CC(=C(C=C2)CNC[C@@H]2CCC(N2)=O)OC